C(CCCCCCCCC)C1=CC=C(C=C1)NC(=O)[C@H]1CN(CCC1)C(=O)OC(C)(C)C tert-butyl (R)-3-((4-decylphenyl)carbamoyl)piperidine-1-carboxylate